N1C(=NC2=C1C=CC=C2)CCS 2-(1H-benzimidazol-2-yl)ethanethiol